tert-butyl 6-(bis(4H-benzo[d][1,3]dioxin-6-yl)methoxy)-2-azaspiro[3.3]heptane-2-carboxylate O1COCC2=C1C=CC(=C2)C(OC2CC1(CN(C1)C(=O)OC(C)(C)C)C2)C2=CC1=C(OCOC1)C=C2